O[C@H](CN(C(OC(C)(C)C)=O)CC=1C(=CC=C2C=CC=NC12)O)CC tert-butyl (S)-(2-hydroxybutyl)((7-hydroxyquinolin-8-yl)methyl)carbamate